CN(C=1C=C2CCN[C@@H](C2=CC1)CNC1=C(C(=O)O)C=CN=C1)C1=CC=C(C=C1)OCC(F)(F)F (S)-3-(((6-(methyl(4-(2,2,2-trifluoroethoxy)phenyl)amino)-1,2,3,4-tetrahydroisoquinolin-1-yl)methyl)amino)isonicotinic acid